(4S,5S)-N4,N4,N5,N5-tetramethyl-2-((1S,2S)-2-methylcyclopropyl)-1,3,2-dioxaborolan-4,5-dicarboxamide CN(C(=O)[C@H]1OB(O[C@@H]1C(=O)N(C)C)[C@@H]1[C@H](C1)C)C